2-((1-((dimethylamino)methyl)cyclopropyl)methoxy)-5,8-dihydropyrido[3,4-d]Pyrimidin CN(C)CC1(CC1)COC=1N=CC2=C(N1)CN=CC2